2-amino-6-(cyclopropylmethyl)-7-oxo-6-[(2,2,2-trifluoroethoxy)methyl]-4,5,6,7-tetrahydro-1-benzothiophene-3-carboxamide NC=1SC2=C(C1C(=O)N)CCC(C2=O)(COCC(F)(F)F)CC2CC2